(R)-6-amino-4-(4-((dimethyl(oxo)-λ6-sulfaneylidene)amino)-6-(3-methyl-morpholino)pyrimidin-2-yl)picolinamide NC1=CC(=CC(=N1)C(=O)N)C1=NC(=CC(=N1)N=S(=O)(C)C)N1[C@@H](COCC1)C